FC(CN1C[C@H](N(CC1)CC1=C2C=CN(C2=C(C=C1OC)C)C(=O)OCCCC)C1=CC(=C(C=C1)C(=O)OC)OC1COC1)F Butyl (R)-4-((4-(2,2-difluoroethyl)-2-(4-(methoxycarbonyl)-3-(oxetan-3-yloxy)phenyl)piperazin-1-yl)methyl)-5-methoxy-7-methyl-1H-indole-1-carboxylate